1-(4-fluorophenyl)-1-[2-(piperazine-1-yl)pyrimidine-5-yl]ethylamine FC1=CC=C(C=C1)C(C)(C=1C=NC(=NC1)N1CCNCC1)N